C(C)(=O)N1C=CC2=CC=C(C(=C12)F)C1=C(C(=C(C(=N1)C(=O)OC)Cl)N)F methyl 6-(1-acetyl-7-fluoro-1H-indol-6-yl)-4-amino-3-chloro-5-fluoropyridine-2-carboxylate